(2,4-difluorophenyl)-8-(1-(indolin-1-yl)ethyl)-6-methyl-4H-benzopyran-4-one FC1=C(C=CC(=C1)F)C=1OC2=C(C(C1)=O)C=C(C=C2C(C)N2CCC1=CC=CC=C21)C